N-(2,2-Diphenylethyl)-N-[2-oxo-2-(3-phenylpiperazin-1-yl)ethyl]prop-2-ynamide C1(=CC=CC=C1)C(CN(C(C#C)=O)CC(N1CC(NCC1)C1=CC=CC=C1)=O)C1=CC=CC=C1